C1(CC1)C=1C=C(C=CC1)C1CC2(C1)CCN(CC2)C(=O)OC(C)(C)C tert-Butyl 2-(3-cyclopropylphenyl)-7-azaspiro[3.5]nonane-7-carboxylate